ClC1=C(C=C(C=C1)NC(=O)C=1N(C2=CC=C(C=C2C1)NC(C1=C(C=CC(=C1)CNC(C(C)C)=O)Cl)=O)C(C)C)F N-(4-chloro-3-fluorophenyl)-5-(2-chloro-5-(isobutyrylaminomethyl)benzoylamino)-1-isopropyl-1H-indole-2-carboxamide